2-(3,4-dichlorophenyl)-6-(methylsulfonyl)-3-{[4-(4-morpholinyl)-1-piperidinyl]methyl}-N-(1-phenylcyclopropyl)-4-quinolinecarboxamide ClC=1C=C(C=CC1Cl)C1=NC2=CC=C(C=C2C(=C1CN1CCC(CC1)N1CCOCC1)C(=O)NC1(CC1)C1=CC=CC=C1)S(=O)(=O)C